P(=O)(OC(CCCCCCCCCCC)C(C)(C)C)([O-])[O-] tert-butyldodecyl phosphate